Methyl 2-(N-(tert-butyl)sulfamoyl)-5-methylbenzoate C(C)(C)(C)NS(=O)(=O)C1=C(C(=O)OC)C=C(C=C1)C